OCCC(CN)S(=O)(=O)O (2-hydroxyethyl)-2-aminoethanesulfonic acid